C(C)OC(=O)C1=NN2C(N=C(C=C2N2CC(CC2)O)C2=CC=CC=C2)=C1 7-(3-hydroxypyrrolidin-1-yl)-5-phenylpyrazolo[1,5-a]pyrimidine-2-carboxylic acid ethyl ester